(E)-N-(3-chloro-4-fluorophenyl)-4-(2-fluorovinyl)-1,2,5-oxadiazole-3-carboxamide ClC=1C=C(C=CC1F)NC(=O)C1=NON=C1\C=C\F